n-propyl (5,5,5-trifluoropentyl) carbonate C(OCCC)(OCCCCC(F)(F)F)=O